C1(CCCC1)C1=CC(=NN1)NC1=NC(=C(C(=N1)C)CC(C)C)C N-(5-cyclopentyl-1H-pyrazol-3-yl)-5-isobutyl-4,6-dimethylpyrimidin-2-amine